N1CC(C1)N1N=CC(=C1)C1=C(C2=C(C(=N1)Cl)N=CS2)C2=C(C=C(C=C2)F)OC 6-[1-(azetidin-3-yl)pyrazol-4-yl]-4-chloro-7-(4-fluoro-2-methoxy-phenyl)thiazolo[4,5-c]pyridine